dimethyl-1,2-cyclobutanediamine CC1(C(CC1)(N)C)N